C1(CC1)CN1C(=CC=2C1=NC(=CC2)C2=CC=C1C=NNC1=C2)C2=NN1C(C=CC(=C1)C(=O)N1C3CCC(C1)[C@H]3N)=C2C (7R)-2-{2-[1-(Cyclopropylmethyl)-6-(1H-indazol-6-yl)-1H-pyrrolo[2,3-b]pyridin-2-yl]-3-methylpyrazolo[1,5-a]pyridine-6-carbonyl}-2-azabicyclo[2.2.1]heptan-7-amine